C1(CC1)S(=O)(=O)C=1NC(=CN1)C1=NC=CC(=N1)N 2-(2-(cyclopropylsulfonyl)-1H-imidazol-5-yl)pyrimidin-4-amine